1-(3,4-dichlorophenyl)-2-(2-imino-3-((1-phenyl-1H-1,2,3-triazol-4-yl)methyl)-2,3-dihydro-1H-benzo[d]imidazol-1-yl)ethan-1-ol ClC=1C=C(C=CC1Cl)C(CN1C(N(C2=C1C=CC=C2)CC=2N=NN(C2)C2=CC=CC=C2)=N)O